C(C=C)OC(=O)NCCCCC(NC([C@@H](NC(C(CC1C2=CC=CC=C2C=2C=CC=CC12)=O)=O)C(C)C)=O)C(NCC(CC)=O)=O (5S)-8-(4-(((allyloxy)carbonyl)amino)butyl)-1-(9H-fluoren-9-yl)-5-isopropyl-3,6,9-trioxo-2,12-dioxo-4,7,10-triazatetradecane